C1(=CC=CC=C1)COC(=O)N1CCNC([C@@H](C1)NC1=NC=2C=CC=CC2C=2N1N=C(N2)Br)=O (6R)-6-[(2-bromo[1,2,4]triazolo[1,5-c]quinazolin-5-yl)amino]-5-oxo-1,4-diazacycloheptane-1-carboxylic acid phenylmethyl ester